C(C)C1(NC(N(C(C1)=O)[C@@H]1[C@H](COC2=CC=C(C=C12)C(=O)N[C@H]1[C@@H](C(OC2=CC=CC=C12)(C)C)O)OC)=N)CC (3R,4S)-4-(4,4-diethyl-2-imino-6-oxotetrahydropyrimidin-1(2H)-yl)-N-((3S,4R)-3-hydroxy-2,2-dimethylchroman-4-yl)-3-methoxychromane-6-carboxamide